cis-hexynol C(#CCCCC)O